(3S,5S)-3-[(8-carbamoyl-6-{4-[(1-hydroxycyclopropyl) methoxy] phenyl} pyrido[3,2-d]pyrimidin-4-yl) amino]-5-fluoropiperidine-1-carboxylate C(N)(=O)C1=CC(=NC2=C1N=CN=C2N[C@@H]2CN(C[C@H](C2)F)C(=O)[O-])C2=CC=C(C=C2)OCC2(CC2)O